OC1=C(/C=C/C(=O)N)C=CC=C1 o-hydroxy-trans-cinnamamide